methyl-(E)-2-[3-chloro-2-[[(Z)-[1-(4-fluorophenyl)-2-methoxy-ethylidene] amino]oxy-methyl] phenyl]-3-methoxy-prop-2-enoate COC(\C(=C\OC)\C1=C(C(=CC=C1)Cl)CO\N=C(/COC)\C1=CC=C(C=C1)F)=O